O[C@H]1CC(C([C@@H]([C@H](/C=C/[C@@H]([C@](CC1)(C)O)O)C)/C(=C/I)/C)=O)=O (4R,7R,8S,11S,12S,E)-4,7,8-trihydroxy-12-((E)-1-iodoprop-1-en-2-yl)-7,11-dimethyloxocyclododecan-9-en-2-one